NCCN(CCCN(CCN)CCN)CCN 1,3-Bis[bis(2-amino-ethyl)amino]propane